2-(PENTAN-2-YLAMINO)ACETIC ACID CC(CCC)NCC(=O)O